aniline-thionyl chloride N(C=1C(=CC=CC1)Cl)=S